NC(=O)N[C@@H](CC1=CNC2=CC=CC=C12)C(=O)O N-(aminocarbonyl)-tryptophan